2-(3,5-difluorophenyl)quinoline-4-carboxylic acid methyl ester COC(=O)C1=CC(=NC2=CC=CC=C12)C1=CC(=CC(=C1)F)F